C(C)(C)(C)OC(=O)NNC(OC(C)(C)C)=O tert-butyl N-(tert-butoxycarbonylamino)carbamate